FC(SC1=CC=C2C=CNC2=C1)(F)F 6-((trifluoromethyl)thio)-1H-indole